C(=CC1=CC=CC=C1)C(=C)C1=CC=CC=C1 α-styryl-styrene